CN(C)CCCC[C@@H](C(=O)O)N The molecule is an L-lysine derivative comprising L-lysine having two methyl substituents attached to the side-chain amino group. It is a L-lysine derivative and a non-proteinogenic L-alpha-amino acid.